2-((4-(7-(((2S,5R)-5-((N,N-Dimethylsulfamoyl)amino)tetrahydro-2H-pyran-2-yl)methyl)-2,7-diazaspiro[3.5]nonan-2-yl)pyrimidin-5-yl)oxy)-N-ethyl-5-fluoro-N-isopropylbenzamide CN(S(=O)(=O)N[C@@H]1CC[C@H](OC1)CN1CCC2(CN(C2)C2=NC=NC=C2OC2=C(C(=O)N(C(C)C)CC)C=C(C=C2)F)CC1)C